N-((3S,4S)-3-((6-(2,6-dichloro-3,5-dimethoxyphenyl)-8-((4-(pyrrolidin-1-yl)butyl)amino)pyrido[3,4-d]pyrimidin-2-yl)amino)tetrahydro-2H-pyran-4-yl)acrylamide ClC1=C(C(=C(C=C1OC)OC)Cl)C1=CC2=C(N=C(N=C2)N[C@@H]2COCC[C@@H]2NC(C=C)=O)C(=N1)NCCCCN1CCCC1